FC1=C(C=CC(=C1)F)C1=C(C=CC=C1)C1=NC2=C(N1CC)C=CC=C2 2-(2',4'-difluoro-[1,1'-biphenyl]-2-yl)-1-ethyl-1H-benzo[d]imidazole